8-methyl-3-[(2R)-tetrahydropyran-2-yl]-8,9-dihydro-6H-pyrazolo[4,3-f]Isoquinoline CC1NCC2=CC=C3C(=C2C1)C=NN3[C@@H]3OCCCC3